C(C)(C)(C)OC(=O)NCC1=NOC(C1)(C(=O)OCC)CC1=C(C=C(C=C1)F)F Ethyl 3-(((tert-butoxycarbonyl)amino)methyl)-5-(2,4-difluorobenzyl)-4,5-dihydroisoxazole-5-carboxylate